N'-cyano-N-ethyl-6-[4-fluoro-2-[5-fluoro-3-(methylsulfanyl)phenyl]pyrrolidin-1-yl]imidazo[1,2-b]pyridazine-3-carboximidamide C(#N)N=C(NCC)C1=CN=C2N1N=C(C=C2)N2C(CC(C2)F)C2=CC(=CC(=C2)F)SC